C(C)(=O)C1=CC(=CC=2C(N3CCC4=NNC=C4C3=NC12)=O)C 7-acetyl-5-methyl-1,9,13,14-tetrazatetracyclo[8.7.0.03,8.011,15]heptadeca-3(8),4,6,9,11,14-hexaen-2-one